1-methyl-4-(1-methyl-4-{1-methyl-4-[1-methyl-4-(1-methylimidazole-2-amido)pyrrole-2-amido]pyrrole-2-amido}imidazole-2-amido)pyrrole-2-carboxylic acid CN1C(=CC(=C1)NC(=O)C=1N(C=C(N1)NC(=O)C=1N(C=C(C1)NC(=O)C=1N(C=C(C1)NC(=O)C=1N(C=CN1)C)C)C)C)C(=O)O